C(C)NC(=O)NC1=NN(C(=C1)CN1CCC(CC1)C=1C(=NC(=CC1)N1N=CC=C1)F)C 1-ethyl-3-(5-((4-(2-fluoro-6-(1H-pyrazol-1-yl)pyridin-3-yl)piperidin-1-yl)methyl)-1-methyl-1H-pyrazol-3-yl)urea